C1(=CC(=CC=C1)CS)CS 1,3-phenylenedimethanethiol